NC1=C(C(=C(C(=C1C)C)N)C)C 1,4-diamino-2,3,5,6-tetramethylbenzene